C(C)N1CCC2(CC(=NO2)C(=O)N[C@@H](CCCCCC(CC)=O)C=2NC(=CN2)C=2C=C3C=CC(=NC3=CC2F)C)CC1 (S)-8-ethyl-N-(1-(5-(7-fluoro-2-methylquinolin-6-yl)-1H-imidazol-2-yl)-7-oxononyl)-1-oxa-2,8-diazaspiro[4.5]dec-2-ene-3-carboxamide